O1N=C(C=C1)NC(=O)N (isoxazol-3-ylamino)carboxamide